O=C1NC(CCC1N1C(C2=CC=CC=C2C1=O)=O)=O 2-(2,6-dioxopiperidin-3-yl)-1,3-dioxoisoindoline